2-(2-Boc-hydrazino)-4-(4-methoxyphenyl)-2-methylbutanoic acid C(=O)(OC(C)(C)C)NNC(C(=O)O)(CCC1=CC=C(C=C1)OC)C